FC1(COC1)CN1N=C2C3=C(CCC2=C1)OC(=C3C)C(=O)OCC ethyl 2-[(3-fluorooxetan-3-yl)methyl]-8-methyl-4,5-dihydro-2H-furo[2,3-g]indazole-7-carboxylate